CC1(N(C2=CC(=C(C=C2C(C1)C)C=O)C)CC1=CC=C(C=C1)[Si](C1=CC=CC=C1)(C1=CC=CC=C1)C1=CC=CC=C1)C 2,2,4,7-tetramethyl-1-[(4-triphenylsilylphenyl)methyl]-3,4-dihydroquinoline-6-carbaldehyde